(3-bromo-5-nitrophenyl)methanol BrC=1C=C(C=C(C1)[N+](=O)[O-])CO